4-(7-(8-ethylnaphthalen-1-yl)-8-fluoro-2-((hexahydro-1H-pyrrolizin-7a-yl)methoxy)pyrido[4,3-d]pyrimidin-4-yl)-1,4-oxaazepane C(C)C=1C=CC=C2C=CC=C(C12)C1=C(C=2N=C(N=C(C2C=N1)N1CCOCCC1)OCC12CCCN2CCC1)F